ClC1N(C=CC=N1)O (Z)-2-chloro-N-hydroxypyrimidine